ClC=1C(=NC(=NC1)NC1=NC(=NC=C1)C)C1=CC=C2CN(C(C2=C1)=O)[C@@H](C(=O)N[C@H](CO)C1=CC(=NC=C1)OC)C (2R)-2-(6-{5-chloro-2-[(2-methylpyrimidin-4-yl)amino]pyrimidin-4-yl}-1-oxo-2,3-dihydro-1H-isoindol-2-yl)-N-[(1S)-2-hydroxy-1-(2-methoxypyridin-4-yl)ethyl]propionamide